C(C(C)C)C1=CC(=C(C=C1)CC\C=[N+](/C(C)C1=CC2=CC=CC=C2C=C1)\[O-])C (E)-3-(4-isobutyl-2-methylphenyl)-N-(1-(naphthalen-2-yl)ethyl)propan-1-imine oxide